CC1C(O1)(C)C Trimethyloxiran